CN(C)C1=CC2=CC=CC=C2C=C1 N,N-dimethyl-2-Naphthylamine